C(C)(=O)C(CCCC)C1=C(C(=O)O)C=CC=C1 2-(1-acetyl-n-pentyl)benzoic acid